FC(C=1C=C(N(N1)C)NC(=S)N[C@H]1CCC2=C(C(=C(S2)NC(=O)C2CC23CC3)C(=O)OCC)C1)F Ethyl (5S)-5-[[5-(difluoromethyl)-2-methyl-pyrazol-3-yl]carbamothioylamino]-2-(spiro[2.2]pentane-2-carbonylamino)-4,5,6,7-tetrahydrobenzothiophene-3-carboxylate